(5-chloropyridin-2-yl)-5-hydroxy-1H-pyrazole-3-carboxylic acid ClC=1C=CC(=NC1)N1N=C(C=C1O)C(=O)O